3-(5-(1-(3-methoxybenzyl)piperidin-4-yl)-1-oxoisoindolin-2-yl)piperidine-2,6-dione COC=1C=C(CN2CCC(CC2)C=2C=C3CN(C(C3=CC2)=O)C2C(NC(CC2)=O)=O)C=CC1